amino-O-(mesitylsulfonyl)hydroxylamine 2,2,2-trifluoroacetate FC(C(=O)O)(F)F.NNOS(=O)(=O)C1=C(C=C(C=C1C)C)C